C(C)(C)(C)OC(NC1=NC(=C(C=C1)C)COCCC1=CC(=C(C(=C1)C1=NN(C=C1)C)OC)NC1=C(N=NC(=C1)Cl)C(NC)=O)=O tert-Butyl(6-((3-((6-chloro-3-(methylcarbamoyl)pyridazin-4-yl)amino)-4-methoxy-5-(1-methyl-1H-Pyrazol-3-yl)phenethoxy)methyl)-5-methylpyridin-2-yl)carbamate